4-((4b-hydroxy-7-isopropyl-10-oxo-4b,10-dihydro-9bH-indeno[1,2-b]benzofuran-9b-yl)amino)-4-oxobutyric acid OC12OC3=C(C1(C(C1=CC=CC=C12)=O)NC(CCC(=O)O)=O)C=CC(=C3)C(C)C